The molecule is an N-acyl-D-galactosylsphingosine in which the ceramide N-acyl group is specified as lignoceroyl (tetracosanoyl). It derives from a tetracosanoic acid. CCCCCCCCCCCCCCCCCCCCCCCC(=O)N[C@@H](COC1[C@@H]([C@H]([C@H]([C@H](O1)CO)O)O)O)[C@@H](/C=C/CCCCCCCCCCCCC)O